C(CC)N(CCCC[C@H](N)C(=O)O)CCC N6,N6-dipropyl-L-lysine